N,N-bis(2-ethylhexyl)-3-oxo-3-phenylpropanamide C(C)C(CN(C(CC(C1=CC=CC=C1)=O)=O)CC(CCCC)CC)CCCC